[Mn](=O)(=O)(O)O Manganic acid